N-(tert-butyl)-9H-fluoren-1-amine C(C)(C)(C)NC1=CC=CC=2C3=CC=CC=C3CC12